(S)-1-(2-((R)-3-(Isochinolin-4-ylamino)pyrrolidin-1-yl)acetyl)pyrrolidin-2-carbonitril C1=NC=C(C2=CC=CC=C12)N[C@H]1CN(CC1)CC(=O)N1[C@@H](CCC1)C#N